((2R,3R,4S,SR)-4-Acetoxy-5-(2-amino-7-(3,4-dichlorobenzyl)-8-oxo-7,8-dihydro-9H-purin-9-yl)-3-fluorotetrahydrofuran-2-yl)methyl acetate C(C)(=O)OC[C@H]1O[C@@H]([C@@H]([C@@H]1F)OC(C)=O)N1C2=NC(=NC=C2N(C1=O)CC1=CC(=C(C=C1)Cl)Cl)N |&1:7|